ClC=1C=NC(=NC1)C 5-chloro-2-methyl-pyrimidine